C(#N)N1C[C@@H](CC1)N(C(=O)NC1=CC(=NC=C1)N1CC2=CC=CC=C2C1)C (R)-1-(1-cyanopyrrolidin-3-yl)-3-(2-(isoindolin-2-yl)pyridin-4-yl)-1-methylurea